methyl 6-chloro-5-nitronicotinate ClC1=NC=C(C(=O)OC)C=C1[N+](=O)[O-]